5-methylphenol TFA salt OC(=O)C(F)(F)F.CC=1C=CC=C(C1)O